2-(6-hydroxy-2,4,5,7-tetraiodo-3-oxoxanthen-9-yl)benzoic acid OC=1C(=C2OC3=C(C(C(=CC3=C(C2=CC1I)C1=C(C(=O)O)C=CC=C1)I)=O)I)I